1H-benzo[d]imidazole-2-formaldehyde N1C(=NC2=C1C=CC=C2)C=O